tert-butyl (1R,3S,5S)-3-[(6-[4-[1-(oxan-2-yl)pyrazol-4-yl]-1H-indazol-7-yl]pyridazin-3-yl)oxy]-8-azabicyclo[3.2.1]octane-8-carboxylate O1C(CCCC1)N1N=CC(=C1)C1=C2C=NNC2=C(C=C1)C1=CC=C(N=N1)OC1C[C@H]2CC[C@@H](C1)N2C(=O)OC(C)(C)C